ClC=1C=C(C=CC1[C@@H]1OCCCC1)C[C@@H](CN1CC2(CS(C2)(=O)=O)CC1)C 6-((S)-3-(3-chloro-4-((R)-tetrahydro-2H-pyran-2-yl)phenyl)-2-methylpropyl)-2-thia-6-azaspiro[3.4]octane 2,2-dioxide